ClC=1C=C(C=C(C1)Cl)C1=CC(=CC=C1)OC1=C(N=NN1)C(=O)O 5-((3',5'-dichloro-[1,1'-biphenyl]-3-yl)oxy)-1H-1,2,3-triazole-4-carboxylic acid